methyl (R)-2-amino-3-hydroxypropionate N[C@@H](C(=O)OC)CO